Methyl (3R*,4R*)-4-(3-methoxyphenyl)tetrahydropyran-5-carboxylate COC=1C=C(C=CC1)[C@@H]1CCOCC1C(=O)OC |o1:8|